C(C)(=O)N1CCC(CC1)N1C2=NC(=NC=C2N(C1=O)C)NC=1C=C2C=CC=NC2=CC1C 9-(1-Acetylpiperidin-4-yl)-7-methyl-2-((7-methylchinolin-6-yl)amino)-7,9-dihydro-8H-purin-8-on